ClC1=C(C=CC=C1)CC(=O)NC1=CC(=C(C=C1)N1N=C(C=C1C)C(F)(F)F)S(N)(=O)=O 2-(2-Chlorophenyl)-N-{4-[5-methyl-3-(trifluoromethyl)-1H-pyrazol-1-yl]-3-sulfamoylphenyl}acetamide